(S,E)-ethyl 3-(3-(1-((tert-butyldimethylsilyl)oxy)ethyl)-1,2,4-oxadiazol-5-yl)acrylate [Si](C)(C)(C(C)(C)C)O[C@@H](C)C1=NOC(=N1)/C=C/C(=O)OCC